FC1=C(C=CC=C1)[C@@H]1COC2=CC(=CC=C2[C@@H]1C1=CC=C(C=C1)N1CC(C1)C=O)O 1-(4-(cis-3-(2-fluorophenyl)-7-hydroxychroman-4-yl)phenyl)azetidine-3-carbaldehyde